p-vinylbenzenesulfonate C(=C)C1=CC=C(C=C1)S(=O)(=O)[O-]